2-(3-chloro-2-pyridyl)-5-(cyanomethyl)pyrazole-3-carboxylic acid ClC=1C(=NC=CC1)N1N=C(C=C1C(=O)O)CC#N